ClC1=CC(=NC(=C1)OCC(F)(F)F)C1(CC1)NC(C[C@@](C)(C1=C2C=CN(C2=CC=C1)C)O)=O (S)-N-(1-(4-chloro-6-(2,2,2-trifluoroethoxy)pyridin-2-yl)cyclopropyl)-3-hydroxy-3-(1-methyl-1H-indol-4-yl)butanamide